FC(C(=C)C1=CC=C(C(=O)OC)C=C1)(F)F methyl 4-(3,3,3-trifluoroprop-1-en-2-yl)benzoate